ClC1=C(OC=2C=CC(=C(C2)C(=O)C=2C=NN(C2O)C)[N+](=O)[O-])C=CC(=C1)Cl (5-(2,4-Dichlorophenoxy)-2-nitrophenyl)(5-hydroxy-1-methyl-1H-pyrazol-4-yl)methanone